BrC1=CC=C2C3=C1C(OB3OC(CO2)C)CNC(OC(C)(C)C)=O tert-butyl ((3-bromo-8-methyl-7,8-dihydro-2H-1,6,9-trioxa-9a-borabenzo[cd]azulen-2-yl)methyl)carbamate